FC1(CCC(CC1)C1=C(C(=O)O)C(=CC=C1)COCC1CN(CC12CN(C2)C(=O)C2(CC2)C(F)(F)F)C=2C1=C(N=CN2)N=CS1)F 2-(4,4-difluorocyclohexyl)-6-(((6-(thiazolo[4,5-d]pyrimidin-7-yl)-2-(1-(trifluoromethyl)cyclopropane-1-carbonyl)-2,6-diazaspiro[3.4]octan-8-yl)methoxy)methyl)benzoic acid